CC(CO)C(CC(C)C)O 2,5-dimethyl-1,3-hexanediol